C(#N)N1CC(CC1)NC(=O)C=1C=CC(=NC1)N1CCN(CC1)C(=O)OCC ethyl 4-(5-((1-cyanopyrrolidin-3-yl)carbamoyl)pyridin-2-yl)piperazine-1-carboxylate